CC1(CCN2N=C3C=CC(=CC3=C21)B2OC(C(O2)(C)C)(C)C)C 1,1-dimethyl-8-(4,4,5,5-tetramethyl-1,3,2-dioxaborolan-2-yl)-2,3-dihydropyrrolo[1,2-b]indazole